C(C)(C)(C)NC(CN(C1=NC(=NC=2CCCCC12)C1=NC=CC=C1)C)=O N-tert-butyl-2-{methyl[2-(pyridin-2-yl)-5,6,7,8-tetrahydroquinazolin-4-yl]amino}acetamide